O1[C@@H](COCC1)COC=1C(=C2N(CCC3=CC(=CC=C23)O)C(C1)=O)CC 2-((S)-1-[1,4]dioxan-2-ylmethoxy)-1-ethyl-9-hydroxy-6,7-dihydro-pyrido[2,1-a]isoquinolin-4-one